(E)-2-hydroxy-5-(3-methylstyryl)benzaldehyde OC1=C(C=O)C=C(C=C1)\C=C\C1=CC(=CC=C1)C